perfluorovaleryl fluoride FC(C(=O)F)(C(C(C(F)(F)F)(F)F)(F)F)F